2-(3-((2-bromo-3-fluorobenzyl)oxy)propoxy)tetrahydro-2H-pyran BrC1=C(COCCCOC2OCCCC2)C=CC=C1F